tert-butyl (2-(bis(3-(4-(4-((2-((S)-2-cyano-4,4-difluoropyrrolidin-1-yl)-2-oxoethyl)carbamoyl) quinolin-6-yl)phenoxy)propyl)amino)-2-oxoethyl)carbamate C(#N)[C@H]1N(CC(C1)(F)F)C(CNC(=O)C1=CC=NC2=CC=C(C=C12)C1=CC=C(OCCCN(C(CNC(OC(C)(C)C)=O)=O)CCCOC2=CC=C(C=C2)C=2C=C3C(=CC=NC3=CC2)C(NCC(N2[C@@H](CC(C2)(F)F)C#N)=O)=O)C=C1)=O